O=C1NC(CCC1N1C(C2=CC=C(C=C2C1)O[C@H]1[C@H](CCC1)NCC1CCC(CC1)C#N)=O)=O (1S,4r)-4-((((1S,2R)-2-((2-(2,6-dioxopiperidin-3-yl)-1-oxoisoindolin-5-yl)oxy)cyclopentyl)amino)methyl)cyclohexane-1-carbonitrile